N-(6-(5-chloro-6-fluoro-7-(isopropylamino)-1H-indazol-4-yl)imidazo[1,2-a]pyrazin-2-yl)tetrahydrofuran-3-carboxamide ClC=1C(=C2C=NNC2=C(C1F)NC(C)C)C=1N=CC=2N(C1)C=C(N2)NC(=O)C2COCC2